1-(2-fluoro-6-methylbenzyl)-3,4-dimethyl-2-oxo-N-(2,4,6-trifluorobenzyl)-1,2,3,4-tetrahydroquinazoline-7-carboxamide FC1=C(CN2C(N(C(C3=CC=C(C=C23)C(=O)NCC2=C(C=C(C=C2F)F)F)C)C)=O)C(=CC=C1)C